(R)-2-amino-2-(4-(2-cyclopropyl-2H-tetrazol-5-yl)phenyl)-4,4-dimethylpentanoic acid isopropyl ester C(C)(C)OC([C@@](CC(C)(C)C)(C1=CC=C(C=C1)C=1N=NN(N1)C1CC1)N)=O